N[C@@H]1C[C@@H](CC1)C(=O)OCC1=CC=CC=C1 benzyl (1R,3S)-3-aminocyclopentanecarboxylate